(13R)-9-(2-chloro-6-fluoro-phenyl)-3-methyl-16-thia-2,4,5,8-tetrazatetracyclo[8.6.0.02,6.011,15]hexadeca-1(10),3,5,8,11(15)-pentaene-13-carboxamide ClC1=C(C(=CC=C1)F)C1=NCC2=NN=C(N2C=2SC=3C[C@@H](CC3C12)C(=O)N)C